2-ETHYL-1-BUTENE C(C)C(=C)CC